2-((1R,5S,6R)-3-(5-((S)-2-methylazetidine-1-yl)pyridino[3,4-b]pyrazin-7-yl)-3-azabicyclo[3.1.0]hexan-6-yl)acetic acid C[C@@H]1N(CC1)C1=NC(=CC=2C1=NC=CN2)N2C[C@@H]1C([C@@H]1C2)CC(=O)O